NC(C(C#N)=C)C1CC1 2-[Amino(cyclopropyl)methyl]prop-2-enenitrile